OC=1C=C(C=CC1O)C(C)N1C=NC(=C1C(=O)OCC)F ethyl 1-[1-(3,4-dihydroxyphenyl) ethyl]-4-fluoro-1H-imidazole-5-carboxylate